2-(3,5-dimethoxyphenyl)-N4-(2-(isopropylsulfonyl)phenyl)pyrimidine-2,4-diamine COC=1C=C(C=C(C1)OC)C1(NC=CC(=N1)NC1=C(C=CC=C1)S(=O)(=O)C(C)C)N